methyl 2-((2S)-2-((((2-(3-chlorobenzyl)cyclopentyl)oxy)carbonyl)amino)-3-cyclohexylpropanamido)-3-(2-oxo-1-azaspiro[4.4]nonan-3-yl)propanoate ClC=1C=C(CC2C(CCC2)OC(=O)N[C@H](C(=O)NC(C(=O)OC)CC2C(NC3(C2)CCCC3)=O)CC3CCCCC3)C=CC1